FC1=C(C(=O)OCC)C=CC=C1 ethyl 2-fluorobenzoate